OC1=CC=C(C=C1)C(C(=O)O)C para-hydroxyphenylpropionic Acid